(2S)-3-(3,4-difluorophenyl)-2-[9H-fluoren-9-ylmethoxycarbonyl-(methyl)amino]propionic acid FC=1C=C(C=CC1F)C[C@@H](C(=O)O)N(C)C(=O)OCC1C2=CC=CC=C2C=2C=CC=CC12